benzofuranone carbon [C].O1C(CC2=C1C=CC=C2)=O